FC1(CCC(CC1)NC1=CC(=NC(=N1)N1N=C(C=C1C)C)N1C2CN([C@@H](C1)C2)C(=O)OC(C)(C)C)F tert-Butyl (1R)-5-(6-((4,4-difluorocyclohexyl)amino)-2-(3,5-dimethyl-1H-pyrazol-1-yl)pyrimidin-4-yl)-2,5-diazabicyclo[2.2.1]heptane-2-carboxylate